BrCC=1C=C(C=CC1)C1(N=NC=CC=C1)C(F)(F)F 3-(3-(bromomethyl)phenyl)-3-(trifluoromethyl)-3H-diazepine